C(CC(C)C)N1C=2C=CC(=CC2C=2C=C3C(=C(C12)C)C=CN=C3)OCCN3CCOCC3 4-[2-(6-isopentyl-5-methyl-pyrido[4,3-b]carbazol-9-yl)oxyethyl]morpholine